[(Z)-non-2-enyl] 8-[3-[2-[2-[2-[2-(2-hydroxyethoxy)ethoxy]ethoxy]ethoxy]ethyl-octyl-amino]-2-[8-[(Z)-non-2-enoxy]-8-oxo-octoxy]-3-oxopropoxy]octanoate OCCOCCOCCOCCOCCN(C(C(COCCCCCCCC(=O)OC\C=C/CCCCCC)OCCCCCCCC(=O)OC\C=C/CCCCCC)=O)CCCCCCCC